hydroxymethyl-ethyl-aluminum phosphinate [PH2]([O-])=O.OC[Al+]CC